COC(CCCCCC(C)(C)N(P(OCCC#N)[O-])C(C)C)OC 2-cyanoethyl (3-(dimethoxypropyl)propyl)diisopropylphosphoramidite